C1(CCCCC1)[C@@H](C(=O)O)O (S)-2-cyclohexyl-2-hydroxyacetic acid